ClC1=CC(=C(C=C1C)O)[N+](=O)[O-] 4-chloro-5-methyl-2-nitrophenol